[N+](=O)([O-])C1=C(C=CC=C1)C1=CC=NN1 5-(2-nitrophenyl)-1H-pyrazole